O=C1NC(CCC1N1C(C2=CC=C(C=C2C1=O)N1CCN(CC1)CC1CCN(CC1)CC(=O)O)=O)=O 2-[4-({4-[2-(2,6-Dioxopiperidin-3-yl)-1,3-dioxo-2,3-dihydro-1H-isoindol-5-yl]piperazin-1-yl}methyl)piperidin-1-yl]acetic acid